CN1CCN(CC1)C1=C(C=O)C=CC(=C1)S(=O)(=O)C 2-(4-methyl-1-piperazinyl)-4-(methylsulfonyl)benzaldehyde